S1C=C(C=C1)C(=O)NC=1C=C2C(=CNC2=CC1)C=1CCN(CC1)CCCCCC 5-(3-thienoyl)amino-3-(1-hexyl-1,2,3,6-tetrahydropyridin-4-yl)-1H-indole